C1(=CC=CC=C1)C=1C2=CC=CC=C2C(=C2C=CC=CC12)C1=CC=C(C=C1)C1=CC=C(C=C1)C1(C2=CC=CC=C2C=2C=CC=CC12)C1=CC=CC=C1 9-phenyl-10-[4-(9-phenyl-9H-fluoren-9-yl)biphenyl-4'-yl]-anthracene